C(#N)CCOC(CC(C)=O)=O 2-cyanoethyl-3-oxobutyrate